methyl 4-(bis(tert-butoxycarbonyl)amino)-7-(bromomethyl)benzofuran-6-carboxylate C(C)(C)(C)OC(=O)N(C1=CC(=C(C2=C1C=CO2)CBr)C(=O)OC)C(=O)OC(C)(C)C